COC(N[C@H](C(=O)NC=1C(N(C=CC1)CC1=NC2=C(N1)C=CC=C2C(C(=C)C)(F)F)=O)CC\C=C\C(=O)N)=O Methyl-(S,E)-(7-amino-1-((1-((4-(1,1-difluoro-2-methylallyl)-1H-benzo[d]imidazol-2-yl)methyl)-2-oxo-1,2-dihydropyridin-3-yl)amino)-1,7-dioxohept-5-en-2-yl)carbamat